C(C)(C)(C)OC(COCCOCCNC(=O)C1=CC=C(C=C1)C(C)(C)C)=O.FC1=NC=CC2=C(C=CC=C12)S(=O)(=O)N1[C@H](CNCCC1)C Fluoro-5-{[(2S)-2-methyl-1,4-diazepan-1-yl]sulfonyl}isoquinoline tert-butyl-2-(2-{2-[(4-tert-butylphenyl)formamido]ethoxy}ethoxy)acetate